benzotriazole, acrylic acid salt C(C=C)(=O)O.N1N=NC2=C1C=CC=C2